8-(4-chloro-3-fluorophenyl)-N-methyl-6,9-dioxo-5-(4-(trifluoromethyl)benzyl)-2,5,8-triazaspiro[3.5]-nonane-2-carboxamide ClC1=C(C=C(C=C1)N1CC(N(C2(CN(C2)C(=O)NC)C1=O)CC1=CC=C(C=C1)C(F)(F)F)=O)F